5-amino-3-(methoxymethyl)-1,3-dimethyl-2-oxoindoline-6-carboxylic acid methyl ester COC(=O)C1=C(C=C2C(C(N(C2=C1)C)=O)(C)COC)N